ClC=1C=C2C=C(C=NC2=C(C1)N1CCN(CC1)C)CO (6-chloro-8-(4-methylpiperazin-1-yl)quinolin-3-yl)methanol